Methyl 2-[[2-[[2-[tert-butoxycarbonyl(methyl)amino]acetyl]-methyl-amino]acetyl]-methyl-amino]acetate C(C)(C)(C)OC(=O)N(CC(=O)N(CC(=O)N(CC(=O)OC)C)C)C